FC1=C(C(=C(C(=C1F)N)F)F)C1=C(C(=C(N)C(=C1F)F)F)F 2,2',3,3',5,5',6,6'-octafluorobenzidine